N-(6-(6-(2-ethoxyphenoxy)pyridin-2-yl)pyrazin-2-yl)-3-phenylpropionamide C(C)OC1=C(OC2=CC=CC(=N2)C2=CN=CC(=N2)NC(CCC2=CC=CC=C2)=O)C=CC=C1